tert-butyl 4-(4-(3-(4-chlorobenzyl)ureido)benzyl)piperidine-1-carboxylate ClC1=CC=C(CNC(NC2=CC=C(CC3CCN(CC3)C(=O)OC(C)(C)C)C=C2)=O)C=C1